C(C=CC=CC=CC=CC=CC=CCCCCCCCCC)(=O)O[C@H](CO)COP(=O)(O)OCCN 2-docosahexenoyl-sn-glycero-3-phosphoethanolamine